COC(=O)C1=C(C=NN1C)CC=O 1-Methyl-4-(2-oxoethyl)-1H-pyrazole-5-carboxylic acid methyl ester